3-methyl-N-(1-((6-((1R,5S)-2-oxo-3-azabicyclo[3.1.0]hexan-3-yl)pyridazin-3-yl)methyl)-1H-pyrazol-4-yl)pyrazine-2-carboxamide CC=1C(=NC=CN1)C(=O)NC=1C=NN(C1)CC=1N=NC(=CC1)N1C([C@@H]2C[C@@H]2C1)=O